5-(3-((4-(3-fluoropyridin-4-yl)piperazin-1-yl)methyl)piperidin-1-yl)-2-(furan-2-yl)-[1,2,4]triazolo[1,5-a][1,3,5]triazine-7-amine FC=1C=NC=CC1N1CCN(CC1)CC1CN(CCC1)C1=NC=2N(C(=N1)N)N=C(N2)C=2OC=CC2